N(=O)C1=CC=C(C=C1)N=O p-di(nitroso)benzene